ClC1=NC(=NC(=N1)N)Cl dichloro-1,3,5-triazin-2-amine